5-bromo-2,2-dimethyl-3H-inden-1-one BrC=1C=C2CC(C(C2=CC1)=O)(C)C